6-benzyl-5-hydroxy-1,3-bis(3-methylphenyl)pyrido[2,3-d]pyrimidine-2,4,7(1H,3H,8H)-trione C(C1=CC=CC=C1)C1=C(C2=C(N(C(N(C2=O)C2=CC(=CC=C2)C)=O)C2=CC(=CC=C2)C)NC1=O)O